NC=1C=C(C=CC1)C1=CC=C(C=C1)C(=O)OC methyl 3'-amino-[1,1'-biphenyl]-4-carboxylate